3-(((2-methylpyridin-3-yl)aminocarbonyl)aminocarbonyl)-6-(trifluoromethyl)-4-vinylpyridine CC1=NC=CC=C1NC(=O)NC(=O)C=1C=NC(=CC1C=C)C(F)(F)F